OC1(CCC=2C1=NC(=CC2CN2C[C@H](CCC2)C)C(=O)OC)C methyl 7-hydroxy-7-methyl-4-(((S)-3-methylpiperidin-1-yl) methyl)-6,7-dihydro-5H-cyclopenta[b]pyridine-2-carboxylate